3-(2,6-dichloropyridin-3-yl)-2-methylpropanoic acid ClC1=NC(=CC=C1CC(C(=O)O)C)Cl